3-hydroxy-3-methylproline OC1([C@H](NCC1)C(=O)O)C